COC=1C=NN(C1C(=O)OCC)COCC[Si](C)(C)C ethyl 4-methoxy-1-((2-(trimethylsilyl)ethoxy)methyl)-1H-pyrazole-5-carboxylate